N-phenyl-N'-n-hexyl-p-phenylenediamine C1(=CC=CC=C1)NC1=CC=C(C=C1)NCCCCCC